S1C(=NC2=C1C=CC=C2)C2=C(C=CC(=C2)C)O 2-(Benzothiazol-2-yl)-4-methylphenol